C1(CCC1)CNC1=NC(=NC=C1C(=O)N)NC1CCC(CC1)O 4-(cyclobutylmethylamino)-2-((1r,4r)-4-hydroxycyclohexylamino)pyrimidine-5-carboxamide